2H-1,2,3,4-tetrazol-5-ylmethylamine N=1NN=NC1CN